N1CCNCC1 (2R)-Piperazine